C1(=CC=CC=C1)C1=CC=C(C(C2=CC=C(C=C2)C2=CC=CC=C2)(O)OP(=O)(O)O)C=C1 4,4'-diphenylphosphonooxybenzhydrol